(1-(3-(difluoro(4-(trifluoromethyl)phenyl)methyl)-1,2,4-oxadiazol-5-yl)cyclopropyl)acrylic acid FC(C1=NOC(=N1)C1(CC1)C(C(=O)O)=C)(C1=CC=C(C=C1)C(F)(F)F)F